C(C)(C)(C)OC(=O)N[C@H]([C@@H](C)OCC1=CC=C(C=C1)N1CCC(CC1)CCC(=O)O)CCC(N)=O 3-[1-[4-([[(2R,3S)-3-[(tert-butoxycarbonyl)amino]-5-carbamoylpentan-2-yl]oxy]methyl)phenyl]piperidin-4-yl]propanoic acid